C1(=CC=CC=C1)N1C=2C=CC=CC2B2C3=C1C=CC=C3N(C=3C=CC=CC23)C2=CC=CC=C2 5,9-diphenyl-5,9-dihydro-5,9-diaza-13b-boranaphtho[3,2,1-de]anthracene